1-((2-(2,6-dioxopiperidin-3-yl)-1,3-dioxoisoindolin-4-yl)amino)3,6,9,12-Tetraoxapentadecan-15-oic acid O=C1NC(CCC1N1C(C2=CC=CC(=C2C1=O)NCCOCCOCCOCCOCCC(=O)O)=O)=O